3-((3-(trifluoromethyl)benzyl)oxy)aniline FC(C=1C=C(COC=2C=C(N)C=CC2)C=CC1)(F)F